C(C1=CC=CC=C1)C=1C=CC(=C(C1)C1=CC(=CC=C1)OCC(=O)O)C(N)=O 2-(5'-benzyl-2'-carbamoyl-biphenyl-3-yloxy)acetic acid